CN1C(=NN=C1)[C@@H](C=1C=C(C=CC1)N1C(C2=CC(=CC(=C2C1)C(F)(F)F)CNC1(CCC1)C)=O)C1CC2(COC2)C1 (R)-2-(3-((4-methyl-4H-1,2,4-triazol-3-yl)(2-oxaspiro[3.3]heptan-6-yl)methyl)phenyl)-6-(((1-methylcyclobutyl)amino)methyl)-4-(trifluoromethyl)isoindolin-1-one